C(C(=O)OC#CCC)(=O)OC=C mono-2-butynyl monovinyl oxalate